N[C@H]1CN(CCC1)C(=O)C1=CC2=C(N(C(=N2)C2=CC=3C(=NC=CN3)N2CC)C)C(=C1)OC (R)-(3-aminopiperidin-1-yl)(2-(5-ethyl-5H-pyrrolo[2,3-b]pyrazin-6-yl)-7-methoxy-1-methyl-1H-benzo[d]imidazol-5-yl)methanone